C(C)(=O)N1CCN(CC1)C(=O)[C@@H]1CN([C@H](O1)C(F)(F)F)C1=CC(=C(C#N)C=C1)C(F)(F)F 4-((2R,5S)-5-(4-Acetylpiperazin-1-carbonyl)-2-(trifluoromethyl)oxazolidin-3-yl)-2-(trifluoromethyl)benzonitril